1-(3-chlorophenyl)-2-(3,5-dichlorophenyl)ethanone ClC=1C=C(C=CC1)C(CC1=CC(=CC(=C1)Cl)Cl)=O